Ethyl 6-ethyl-4-(7-((2-methyl-1H-imidazol-1-yl)methyl)-5-(1-methyl-3-(trifluoromethyl)-1H-pyrazol-4-yl)-1-oxo-3,4-dihydroisoquinolin-2(1H)-yl)quinoline-8-carboxylate C(C)C=1C=C2C(=CC=NC2=C(C1)C(=O)OCC)N1C(C2=CC(=CC(=C2CC1)C=1C(=NN(C1)C)C(F)(F)F)CN1C(=NC=C1)C)=O